C(CCCCCCCCCCC)NCCNCCNCCCCCCCCCCCC 1,7-di(dodecyl)diethylenetriamine